chloro(pentamethylcyclopentadienyl)(8-quinolinol) iridium (III) [Ir+3].ClC=1C(=NC2=C(C=CC=C2C1)O)C1(C(=C(C(=C1C)C)C)C)C